[Si](C)(C)(C(C)(C)C)OC1CCC=2C1=NC=CC2C(=O)OCC ethyl 7-((tert-butyldimethylsilyl)oxy)-6,7-dihydro-5H-cyclopenta[b]pyridine-4-carboxylate